CC=1N=COC1 4-methyl-1,3-oxazol